[Zn].FC1=C(C(=C(C(=C1C=1C2=CC=C(N2)C(=C2C=CC(C(=C3C=CC(=C(C=4C=CC1N4)C4=C(C(=C(C(=C4F)F)F)F)F)N3)C3=C(C(=C(C(=C3F)F)F)F)F)=N2)C2=C(C(=C(C(=C2F)F)F)F)F)F)F)F)F 5,10,15,20-tetrakis(pentafluorophenyl)porphin zinc